C[C@]1([C@H](C1)C(=O)O)C1=CC=CC=C1 (1S,2S)-2-methyl-2-phenylcyclopropane-1-carboxylic acid